ClC1=CC(=NC(=N1)C1=NC(=NS1)C)NC1CCC(CC1)(F)F 6-chloro-N-(4,4-difluorocyclohexyl)-2-(3-methyl-1,2,4-thiadiazol-5-yl)pyrimidin-4-amine